C1CCN(CC1)N AMINOPIPERIDINE